2,3,5-trimethyl-3,5-dihydrospiro[imidazo[4,5-c][1,7]naphthyridine-4,3'-oxetan]-6-amine CC1=NC2=C(N1C)C1(COC1)N(C1=C(N=CC=C21)N)C